4-amino-3-(2-morpholinoethoxy)benzonitrile NC1=C(C=C(C#N)C=C1)OCCN1CCOCC1